COC=1C=2N(C=C(C1)C=1N=NN(C1C)C1CCNCC1)N=CC2C#N 4-methoxy-6-(5-methyl-1-(piperidin-4-yl)-1H-1,2,3-triazol-4-yl)pyrazolo[1,5-a]pyridine-3-carbonitrile